Cl.Cl.C1(CCCC2=CC=CC=C12)CNC1CN2CCC1CC2 N-[(1,2,3,4-tetrahydro-1-naphthyl)methyl]-1-azabicyclo[2.2.2]octane-3-amine dihydrochloride